[Si](C)(C)(C(C)(C)C)OCC(C=O)C 3-[tert-butyl(dimethyl)silyl]oxy-2-methyl-propanal